7-[4-[(4aS,7aR)-4-methyl-2,3,4a,5,7,7a-hexahydropyrrolo[3,4-b][1,4]oxazin-6-yl]-5,6-difluoro-8-(methylamino)-9H-pyrido[2,3-b]indol-3-yl]-4-oxo-quinolizine-3-carboxylic acid CN1[C@@H]2[C@H](OCC1)CN(C2)C2=C(C=NC=1NC3=C(C=C(C(=C3C12)F)F)NC)C1=CN2C(C(=CC=C2C=C1)C(=O)O)=O